C(C)(C)(C)OC(CC[C@@H](C(=O)N)N1C(C2=CC=C(C(=C2C1C)F)Br)=O)=O.COC1=C(C=CC=C1C)C(C)(C)NC(C[C@@H]1N(CCC1)C)=O (R)-N-(2-(2-methoxy-3-methylphenyl)propan-2-yl)-2-(1-methylpyrrolidin-2-yl)acetamide tert-Butyl-(4S)-5-amino-4-(5-bromo-4-fluoro-3-methyl-1-oxoisoindolin-2-yl)-5-oxopentanoate